ClC=1C=C2C(=NC(=NC2=C(C1C1=C(C=CC2=C1NN=N2)C)F)N2CC(C2)N(C)C)N2C[C@H](N(C[C@@H]2C)C(C=C)=O)C 1-((2R,5S)-4-(6-chloro-2-(3-(dimethylamino)azetidin-1-yl)-8-fluoro-7-(6-methyl-1H-benzo[d][1,2,3]triazol-7-yl)quinazolin-4-yl)-2,5-dimethylpiperazin-1-yl)prop-2-en-1-one